formylethyl-hexyl-glycerol C(=O)C(C(O)(CCCCCC)CC)(O)CO